(S)-N-(2-(1H-indol-3-yl)-1-(5-mercapto-1,3,4-oxadiazol-2-yl)ethyl)-2-(4-(trifluoromethyl)phenyl)acetamide N1C=C(C2=CC=CC=C12)C[C@@H](C=1OC(=NN1)S)NC(CC1=CC=C(C=C1)C(F)(F)F)=O